Cyclohexylacetat C1(CCCCC1)CC(=O)[O-]